2-chloro-4-{[(thiophen-2-yl)methyl]amino}thieno[3,2-d]pyrimidine-7-carbonitrile ClC=1N=C(C2=C(N1)C(=CS2)C#N)NCC=2SC=CC2